3,8-dinitro-1,10-phenanthroline [N+](=O)([O-])C=1C=NC2=C3N=CC(=CC3=CC=C2C1)[N+](=O)[O-]